CN1C(N(C2=C1C=C(C=C2)CCN2CCNCC2)C2C(NC(CC2)=O)=O)=O 3-{3-methyl-2-oxo-5-[2-(piperazin-1-yl)ethyl]-1,3-benzodiazol-1-yl}piperidine-2,6-dione